C(C)(C)(C)C1=CC=C(C=C1)NC(C(C1=CC=C(C=C1)OC)N(C(=O)C1CNC(C1)=O)C)=O N-(2-((4-tert-butylphenyl)amino)-1-(4-methoxyphenyl)-2-oxoethyl)-N-methyl-5-oxopyrrolidine-3-carboxamide